BrC=1C(=CC(=C(C1)NC(C1=CN=C(C=C1C(F)(F)F)OCC[Si](C)(C)C)=O)N1C[C@@H](N(CC1)C)C)F (S)-N-(5-bromo-2-(3,4-dimethylpiperazin-1-yl)-4-fluorophenyl)-4-(trifluoromethyl)-6-(2-(trimethylsilyl)ethoxy)nicotinamide